C1(CC1)N1N=C2N(C(N([C@@H](C2=C1)C)C1CCN(CC1)C=1C(=NC=CC1C)OC)=O)CC1=C(C=CC=C1)C(F)(F)F (R)-2-Cyclopropyl-5-(2'-methoxy-4'-methyl-3,4,5,6-tetrahydro-2H-[1,3']bipyridinyl-4-yl)-4-methyl-7-(2-trifluoromethylbenzyl)-2,4,5,7-tetrahydro-pyrazolo[3,4-d]pyrimidin-6-one